FC1CCN(CC1)C1CCN(CC1)C(=O)O[C@H]1/C=C/[C@@H]([C@H](OC(C[C@H](CC[C@]1(C)O)O)=O)\C(\C)=C\C=C\C(C)C=1C=NC=CC1)C [(2S,3S,4E,6S,7S,10S)-7,10-dihydroxy-3,7-dimethyl-12-oxo-2-[(2E,4E)-6-pyridin-3-ylhepta-2,4-dien-2-yl]-1-oxacyclododec-4-en-6-yl] 4-(4-fluoropiperidin-1-yl)piperidine-1-carboxylate